C(C)OC([C@@H](NC(=O)OCC)CCOS(=O)(=O)C)=O N-ethoxyformyl-O-methylsulfonyl-L-homoserine ethyl ester